3-[2-(4-chloro-3-fluorophenoxy)acetamido]bicyclo[1.1.1]penten ClC1=C(C=C(OCC(=O)NC23C=C(C2)C3)C=C1)F